ClC1=CC=C(C(=N1)C(=O)NOC)NC(C)C=1C=2C3=C(N(C(C2C=C(C1)C)=O)C)N(N=C3)CC 6-chloro-3-((1-(3-ethyl-4,7-dimethyl-5-oxo-4,5-dihydro-3H-pyrazolo[3,4-c]isoquinolin-9-yl)ethyl)amino)-N-methoxypicolinamide